(3-((2-dimethylaminoethyl)carbamoyl)phenyl)-5-nitrofuran-2-carboxamide CN(CCNC(=O)C=1C=C(C=CC1)C1=C(OC(=C1)[N+](=O)[O-])C(=O)N)C